Butyl-N-[6-(1h-Imidazol-1-Yl)imidazo[1,2-A]pyridin-2-Yl]benzamide C(CCC)C1=C(C(=O)NC=2N=C3N(C=C(C=C3)N3C=NC=C3)C2)C=CC=C1